CC1=C(ON=C1C)NS(=O)(=O)C2=CC=C(C=C2)N.C(CO)NCCO The molecule is an organoammonium salt obtained by combining equimolar amounts of sulfisoxazole and diethanolamine. It has antibiotic activity against a wide range of gram-negative and gram-positive organisms. It has a role as an antibacterial drug. It contains a sulfisoxazole.